C(C)OC(C(CC(C)=O)=O)OCC 1,1-diethoxypentane-2,4-dione